C(OCC1=CC=CC=C1)(OC1CNC(C1(C)C)=O)=O benzyl (4,4-dimethyl-5-oxopyrrolidin-3-yl) carbonate